NC=1C=C(C=CC1O)C1=C(C(=C(C(=C1F)F)F)F)F 3-amino-2',3',4',5',6'-pentafluoro-[1,1-biphenyl]-4-ol